N-(6-((5-chloro-2-((5-fluoro-2-methoxy-4-(4-(4-methylpiperazin-1-yl)piperidine-1-yl)phenyl)amino)pyrimidin-4-yl)amino)-2,3-dihydrobenzofuran-5-yl)-N-methylmethanesulfonamide ClC=1C(=NC(=NC1)NC1=C(C=C(C(=C1)F)N1CCC(CC1)N1CCN(CC1)C)OC)NC1=CC2=C(CCO2)C=C1N(S(=O)(=O)C)C